tert-butyl 9-(4-bromo-2-chloro-6-methoxy-phenyl)-8,10-dioxo-3-azaspiro[5.5]undecane-3-carboxylate BrC1=CC(=C(C(=C1)OC)C1C(CC2(CCN(CC2)C(=O)OC(C)(C)C)CC1=O)=O)Cl